(2R,5R,7R,9E)-2-methyl-4-oxo-3,13,19-triazatetracyclo[11.5.2.05,7.016,20]Eicosa-1(19),9,14,16(20),17-pentaene-14-carbaldehyde C[C@@H]1C=2C=CC=3C=C(N(CC/C=C/C[C@@H]4C[C@H]4C(N1)=O)C3N2)C=O